C(CCC)NC=1C2=C(N=C(N1)NC(=O)OC)C(=NN2CC2=NC=C(C(=O)OC)C=C2OC)I methyl 6-((7-(butylamino)-3-iodo-5-((methoxycarbonyl)amino)-1H-pyrazolo[4,3-d]pyrimidin-1-yl)methyl)-5-methoxy-nicotinate